CN1N=C(C(=C1)[N+](=O)[O-])C(=O)N1CCN(CC1)C1=CC=C(C=C1)C(F)(F)F (1-Methyl-4-nitro-1H-pyrazol-3-yl){4-[4-(trifluoromethyl)phenyl]piperazin-1-yl}methanone